FC1=C(C=C)C(=CC=C1)F 2,6-difluorostyrene